BrC=1C=NC=2N(C1)C=C(N2)N 6-bromoimidazo[1,2-a]pyrimidin-2-amine